S1N=CN=C1N 1,2,4-thiadiazol-5-amine